C(C)(C)(C)OC([C@@H](CC1=CC(=CC=C1)OCC(=O)OCC)[C@@H]1CN(CC1)C(=O)OC(C)(C)C)=O tert-butyl (R)-3-((S)-1-(tert-butoxy)-3-(3-(2-ethoxy-2-oxoethoxy)phenyl)-1-oxopropane-2-yl)pyrrolidine-1-carboxylate